ClC=1C=C2C(=CNC2=CC1)NC1=NC2=C(N1N(C)C)C(=CC(=C2)C(F)(F)F)F N2-(5-Chloro-1H-indol-3-yl)-7-fluoro-N1,N1-dimethyl-5-(trifluoromethyl)-1H-benzo[d]imidazole-1,2-diamine